BrC1=C(C=C2NC(C=3N(C2=C1C)C(=NN3)C)(C)C)C(F)(F)F 8-bromo-1,4,4,9-tetramethyl-7-(trifluoromethyl)-4,5-dihydro-[1,2,4]triazolo[4,3-a]quinoxaline